FC1=CC=C(C=C1)CC(CC(=C)C)(C)NC(=O)C=1C=C2C(=NC1OC)CCC2 N-(1-(4-fluorophenyl)-2,4-dimethylpent-4-en-2-yl)-2-methoxy-6,7-dihydro-5H-cyclopenta[b]pyridine-3-carboxamide